O1CC(CC1)N1N=CC=C1C(=O)O 2-tetrahydrofuran-3-ylpyrazole-3-carboxylic acid